C(=O)(O)C(CC1=CC=C(C=C1)OCCC)N1CCN(CCN(CCN(CC1)CC(=O)[O-])CC(=O)[O-])CC(=O)[O-].[Gd+3] gadolinium 2,2',2''-{10-[1-carboxy-2-(4-propoxyphenyl)ethyl]-1,4,7,10-tetraazacyclododecane-1,4,7-triyl}triacetate